2-ethoxy-6-hydroxy-N-(6-methoxy-5-(trifluoromethyl)pyridin-3-yl)benzamide C(C)OC1=C(C(=O)NC=2C=NC(=C(C2)C(F)(F)F)OC)C(=CC=C1)O